(1-ethylpiperidin-3-yl)phthalazin-1-amine C(C)N1CC(CCC1)C1=NN=C(C2=CC=CC=C12)N